Ethyl 4-((3-((8-cyclopentyl-7H-purine-6-carboxamido)methyl)-5-fluorophenyl)amino)benzoate [ethyl 4-((3-((8-cyclopentyl-7H-purine-6-carboxamido)methyl)-5-fluorophenyl)amino)benzoate] C(C)C1=C(C(=O)O)C=CC(=C1)NC1=CC(=CC(=C1)F)CNC(=O)C1=C2NC(=NC2=NC=N1)C1CCCC1.C1(CCCC1)C1=NC2=NC=NC(=C2N1)C(=O)NCC=1C=C(C=C(C1)F)NC1=CC=C(C(=O)OCC)C=C1